3,4-Dichlorophenyl 3-deoxy-3-[4-(phenyl)-1H-1,2,3-triazol-1-yl]-1-thio-α-D-galactopyranoside C1(=CC=CC=C1)C=1N=NN(C1)[C@@H]1[C@H]([C@@H](SC2=CC(=C(C=C2)Cl)Cl)O[C@@H]([C@@H]1O)CO)O